amylacetate C(CCCC)CC(=O)[O-]